(R)-((5,5-difluoro-1-(5-methyl-2-((4-(trifluoromethoxy)pyridin-2-yl)amino)pyrimidine-4-carbonyl)piperidin-2-yl)methyl)t-butyl carbamate C(N)(OC(CC[C@H]1N(CC(CC1)(F)F)C(=O)C1=NC(=NC=C1C)NC1=NC=CC(=C1)OC(F)(F)F)(C)C)=O